6-(1-methylpyrazol-4-yl)-4-[(4R)-1-prop-2-enoylazepan-4-yl]oxy-pyrazolo[1,5-a]pyrazine-3-carbonitrile CN1N=CC(=C1)C=1N=C(C=2N(C1)N=CC2C#N)O[C@H]2CCN(CCC2)C(C=C)=O